FC(C=1C=C(C=C(C1)C(F)(F)F)C1=NN(C=N1)C=C(C(=O)O)C=1C(=NOC1C)C)(F)F (3-(3,5-bis(trifluoromethyl)phenyl)-1H-1,2,4-triazol-1-yl)-2-(3,5-dimethylisoxazol-4-yl)acrylic acid